N-((1-oxa-8-azaspiro[4.5]dec-2-yl)methyl)-2-(4-(methylcarbamoyl)phenyl)benzo[d]imidazo[2,1-b]thiazole-7-carboxamide formate salt C(=O)O.O1C(CCC12CCNCC2)CNC(=O)C2=CC1=C(N3C(S1)=NC(=C3)C3=CC=C(C=C3)C(NC)=O)C=C2